C(=O)(O)CCP1(OC2=CC=CC=C2C=2C=CC=CC12)=O 10-carboxyethyl-9,10-dihydro-9-oxa-10-phosphaphenanthrene-10-oxide